BrC1=NC(=CC=C1N1CCN(CC1)C(=O)OC(C)(C)C)C(=O)OC tert-Butyl 4-(2-bromo-6-(methoxycarbonyl)pyridin-3-yl)piperazine-1-carboxylate